C(C)(=O)C1=CC=C(C=C1)N1C(N2N(CC=C3C2C=2C=C(C(=C(C2OC3(C)C)Br)O)Br)C1=O)=O 2-(4-acetylphenyl)-9,11-dibromo-10-hydroxy-7,7-dimethyl-5,12b-dihydro-1H,7H-chromeno[4,3-c][1,2,4]triazolo[1,2-a]pyridazine-1,3(2H)-dione